2-[[(butylthio)thioxomethyl]thio]succinic acid C(CCC)SC(SC(C(=O)O)CC(=O)O)=S